Methyl-(R)-(4-((1-(3-amino-5-(trifluoromethyl)phenyl)ethyl)amino)-6-(2-methoxyethoxy)-2-methylquinazoline-7-yl)(morpholino)methanone C[C@H]1OCCN(C1)C(=O)C1=C(C=C2C(=NC(=NC2=C1)C)NC(C)C1=CC(=CC(=C1)C(F)(F)F)N)OCCOC